N1(CCOCC1)C[C@H](C)OC1=CC=C2CCC3(C2=C1)CCC(CC3)C(=O)O 6'-{[(2s)-1-(morpholin-4-yl)propan-2-yl]oxy}-2',3'-dihydrospiro[cyclohexane-1,1'-indene]-4-carboxylic acid